7-(2,2-difluoropropoxy)-3-[[3-fluoro-2-(methylsulfamoylamino)-4-pyridinyl]methyl]-4-methyl-chromen-2-one FC(COC1=CC=C2C(=C(C(OC2=C1)=O)CC1=C(C(=NC=C1)NS(NC)(=O)=O)F)C)(C)F